2-((5-(3-chloro-4-fluorophenoxy)-4-methylthiazol-2-yl)amino)-2-oxoethyl methylsulfamate CNS(OCC(=O)NC=1SC(=C(N1)C)OC1=CC(=C(C=C1)F)Cl)(=O)=O